OCCC1=C(C=CC=C1)Br 2-(2-hydroxyethyl)phenyl bromide